5-(4-amino-7-bromo-2-{2-fluoro-4-[(2-methylacryloylamino)]phenyl}-1-methylpyrrolo[3,2-c]pyridin-3-yl)-3-chloro-N-[(fluorocyclopropyl)methyl]pyridine-2-carboxamide NC1=NC=C(C2=C1C(=C(N2C)C2=C(C=C(C=C2)NC(C(=C)C)=O)F)C=2C=C(C(=NC2)C(=O)NCC2(CC2)F)Cl)Br